cis-3-(4-(1,3-dioxo-1H-benzo[de]isoquinolin-2(3H)-yl)phenyl)-1-propylcyclopentane-1-carboxylic acid O=C1N(C(C2=C3C(C=CC=C13)=CC=C2)=O)C2=CC=C(C=C2)[C@@H]2C[C@@](CC2)(C(=O)O)CCC